CC1=C(OC2=C1C=C(C=C2)NCCCC2=CC=C(C=C2)C(F)(F)F)C(=O)O 3-Methyl-5-(3-(4-(trifluoromethyl)phenyl)propylamino)benzofuran-2-carboxylic acid